BrC1=C(C=CC2=C1C=C(O2)C(=O)O)N2CCN(CCC2)S(=O)(=O)C2=C(C=CC=C2Cl)Cl 4-bromo-5-[4-(2,6-dichloro-benzenesulfonyl)-[1,4]diazepan-1-yl]-benzofuran-2-carboxylic acid